β-carboxyethylphenylbis-(2-methoxyethoxy)silane C(=O)(O)CC[Si](OCCOC)(OCCOC)C1=CC=CC=C1